1-(pyrimidin-2-yl)pyrrolidin-3-yl 2-(3,5-dichlorophenyl)benzo-[d]oxazole-6-carboxylate ClC=1C=C(C=C(C1)Cl)C=1OC2=C(N1)C=CC(=C2)C(=O)OC2CN(CC2)C2=NC=CC=N2